isoquinolyl-tetraphenyl-ethylene C1(=NC=CC2=CC=CC=C12)C1=C(C=CC=C1)C(=C(C1=CC=CC=C1)C1=CC=CC=C1)C1=CC=CC=C1